2-hexyl-indenide C(CCCCC)C=1[CH-]C2=CC=CC=C2C1